CN(C(O)=O)CCO.C(C)(=O)NC=1N=NN(C1)C1CN(CC1)C1=CC=C(N=N1)NC(CC1=CC(=CC=C1)OC(F)(F)F)=O N-(6-(3-(4-acetamido-1H-1,2,3-triazol-1-yl)pyrrolidin-1-yl)pyridazin-3-yl)-2-(3-(trifluoromethoxy)phenyl)acetamide Methyl-(2-hydroxyethyl)carbamate